(4S)-8-chlorochroman ClC=1C=CC=C2CCCOC12